(S)-2-(1-(3-chloro-5-methylpyridin-4-yl)cyclopropane-1-carboxamido)-4-(((S)-3-fluoro-2-methoxypropyl)(4-(5,6,7,8-tetrahydro-1,8-naphthyridin-2-yl)butyl)amino)butanoic acid ClC=1C=NC=C(C1C1(CC1)C(=O)N[C@H](C(=O)O)CCN(CCCCC1=NC=2NCCCC2C=C1)C[C@@H](CF)OC)C